C(C(=C)C)(=O)OC1=CC(=C(C=C1)O)N1N=C2C(=N1)C=CC=C2 3-(2H-benzotriazol-2-yl)-4-hydroxyphenyl methacrylate